O=C1NC(CCC1C1=CC=C(C=C1)N1CCN(CC1)C(=O)OC(C)(C)C)=O tert-Butyl 4-(4-(2,6-dioxopiperidin-3-yl)phenyl)piperazine-1-carboxylate